NC1=C2C=CC=NC2=C2N=CC=CC2=C1N 5,6-diamino1,10-phenanthroline